C1(=CC=CC=C1)C(C)C=1C=C(C=C(C1)O)O 5-(1-Phenylethyl)benzene-1,3-diol